C(C#C)[O-] propargyl alcoholate